N-(5-((6-((S)-3-(2,6-difluorophenyl)-isoxazolidine-2-yl)pyrimidine-4-yl)amino)-4-methoxy-2-((S)-3-morpholinopyrrolidine-1-yl)phenyl)acrylamide FC1=C(C(=CC=C1)F)[C@H]1N(OCC1)C1=CC(=NC=N1)NC=1C(=CC(=C(C1)NC(C=C)=O)N1C[C@H](CC1)N1CCOCC1)OC